(9R,13S,16R)-3-methoxy-4,9,13-trimethyl-7,9,11,12,13,15,16,17-octahydro-6H-cyclopenta[a]phenanthren-16-ol COC=1C=CC=2[C@@]3(CC[C@]4(C[C@H](CC4=C3CCC2C1C)O)C)C